10-(2',3',5',6'-tetrakis(3-methyl-3H-imidazo[4,5-b]pyridin-2-yl)-[1,1'-biphenyl]-4-yl)-10H-phenoxazine CN1C(=NC=2C1=NC=CC2)C2=C(C(=C(C=C2C2=NC=1C(=NC=CC1)N2C)C2=NC=1C(=NC=CC1)N2C)C2=NC=1C(=NC=CC1)N2C)C2=CC=C(C=C2)N2C1=CC=CC=C1OC=1C=CC=CC21